C(#C)[C@@H]1[C@H](C1)C1CC2(C1)CCN(CC2)C2=CC(=C(C=C2)[N+](=O)[O-])OC 2-((1R,2S)-2-ethynylcyclopropyl)-7-(3-methoxy-4-nitrophenyl)-7-azaspiro[3.5]nonane